dinaphtho[1,2-a:2',1'-c]phenazine C1=CC=CC=2C=CC3=C(C4=NC5=CC=CC=C5N=C4C4=C3C=CC3=CC=CC=C34)C12